FC=1C(=C(CN2C(C=3C=C(C=NC3CC2)C=2C=CC=3N(N2)C=C(N3)NC(=O)C3CC3)=O)C=C(C1)F)OC1CCOCC1 N-(6-(6-(3,5-difluoro-2-((tetrahydro-2H-pyran-4-yl)oxy)benzyl)-5-oxo-5,6,7,8-tetrahydro-1,6-naphthyridin-3-yl)imidazo[1,2-b]pyridazin-2-yl)cyclopropanecarboxamide